4-nitro-N-((3-(pyrrolidin-1-ylmethyl)oxetan-3-yl)methyl)-2-(trifluoromethyl)aniline [N+](=O)([O-])C1=CC(=C(NCC2(COC2)CN2CCCC2)C=C1)C(F)(F)F